F[C@@](C(=O)OC)([C@H](O)C1=CC=C(C=C1)F)C methyl (2R,3R)-2-fluoro-3-(4-fluorophenyl)-3-hydroxy-2-methylpropionate